ClC1=CC(=NC=C1)OC([2H])([2H])[2H] 4-chloro-2-(methoxy-d3)pyridine